C(C)(C)OC(=O)N1[C@H](CN(CC1)CC1=C(C(=CC(=C1)C)NC=1OC(=NN1)[C@H](C)O)C)C (2S)-4-[[3-[[5-[(1S)-1-hydroxyethyl]-1,3,4-oxadiazol-2-yl]amino]-2,5-dimethyl-phenyl]methyl]-2-methyl-piperazine-1-carboxylic acid isopropyl ester